4-(4-Boc-piperazinyl)phenylboronic acid C(=O)(OC(C)(C)C)N1CCN(CC1)C1=CC=C(C=C1)B(O)O